2',3'-diphenyl-p-terphenyl-4,4''-Dicarboxylic acid C1(=CC=CC=C1)C1=C(C=CC(=C1C1=CC=CC=C1)C1=CC=C(C=C1)C(=O)O)C1=CC=C(C=C1)C(=O)O